4-(2-tert-butoxycarbonyl-3,4-dihydro-1H-isoquinolin-6-yl)-7-[4-fluoro-2-(2-methoxyethoxy)phenyl]thieno[3,2-c]pyridine C(C)(C)(C)OC(=O)N1CC2=CC=C(C=C2CC1)C1=NC=C(C2=C1C=CS2)C2=C(C=C(C=C2)F)OCCOC